NC=1C=CC2=C(C(N3C(O2)CCC3)=O)C1 7-amino-1,2,3,3a-tetrahydro-9H-benzo[e]pyrrolo[2,1-b][1,3]oxazin-9-one